ClC1=C(C#N)C=C(C=C1OC1=C(N=CN(C1=O)CC1=C(N=C(NC1=O)C)C)[C@H](C)F)Cl |o1:27| (S) or (R)-2,5-dichloro-3-((1-((2,4-dimethyl-6-oxo-1,6-dihydropyrimidin-5-yl)methyl)-4-(1-fluoroethyl)-6-oxo-1,6-dihydropyrimidin-5-yl)oxy)benzonitrile